O=C1NC(CCC1N1C(C2=CC=CC(=C2C1=O)NC(OCC#C)=O)=O)=O Prop-2-yn-1-yl (2-(2,6-dioxopiperidin-3-yl)-1,3-dioxoisoindolin-4-yl)carbamate